FC1(C(N(CCC1)C(=O)OC(C)(C)C)CC1=CC=C(C=C1)OC)F tert-butyl 3,3-difluoro-2-(4-methoxybenzyl)piperidine-1-carboxylate